[Ir].OC1=CCCC=CCC1 hydroxy(1,5-cyclooctadiene) iridium